2-(5-chlorothiophene-2-yl)ethan-1-ol ClC1=CC=C(S1)CCO